FC1(CCN(CC1)C1=NC(=CC(=N1)NC(C1=C(C=C(C=C1N1C[C@@H]2C[C@@]2(CC1)C)[N+](=O)[O-])F)=O)C)F N-(2-(4,4-difluoropiperidin-1-yl)-6-methylpyrimidin-4-yl)-2-fluoro-6-((1R,6R)-6-methyl-3-azabicyclo[4.1.0]heptan-3-yl)-4-nitrobenzamide